3-(4-(trifluoromethyl)phenyl)propanamide FC(C1=CC=C(C=C1)CCC(=O)N)(F)F